C(C)(C)(C)NC(=O)C1=NC=CC(=C1)NC(CC1=C(C=CC(=C1)C)OC)=O N-tert-butyl-4-[[2-(2-methoxy-5-methyl-phenyl)acetyl]amino]pyridine-2-carboxamide